BrC1=CC=C2CCC[C@@H](C2=C1)NC1=CC(N(C(N1)=O)C(C)C)=O (S)-6-((7-bromo-(1,2,3,4-tetrahydronaphthyl))amino)-3-isopropylpyrimidine-2,4(1h,3h)-dione